C1(CCCCC1)C([C@@H](C(=O)NC1=C(C=C(C=C1)[C@@H](C(=O)NCC(F)F)C)F)NC(=O)C1=CC=NN1C(C)C)C1CCCCC1 N-((S)-1,1-dicyclohexyl-3-((4-((S)-1-((2,2-difluoroethyl)amino)-1-oxopropan-2-yl)-2-fluorophenyl)amino)-3-oxopropan-2-yl)-1-isopropyl-1H-pyrazole-5-carboxamide